CC(C)C1=CN=C(S1)C=1C=C(C(=O)N[C@H](C)C=2C=NC(=NC2)C(F)(F)F)C=C(C1)OC[C@@H]1COCC1 3-[5-(propan-2-yl)-1,3-thiazol-2-yl]-5-[(3S)-tetrahydrofuran-3-ylmethoxy]-N-{(1R)-1-[2-(trifluoromethyl)pyrimidin-5-yl]ethyl}benzamide